C1(CCCCC1)C[C@H](C(N[C@H](C=O)C[C@@H]1C(NCC1)=O)=O)NC(=O)C1(C2=CC=CC=C2C=2C=CC=CC12)O N-((R)-3-cyclohexyl-1-oxo-1-(((S)-1-oxo-3-((R)-2-oxopyrrolidin-3-yl)propan-2-yl)amino)propan-2-yl)-9-hydroxy-9H-fluorene-9-carboxamide